FC(C1=CC=C(C=C1)C=1NC=C(N1)C=O)(F)F 2-[4-(trifluoromethyl)phenyl]-1H-imidazole-4-carbaldehyde